(R)-4-(7-chloro-2-(diphenylphosphoryl)-1,2,3,4-tetrahydroisoquinolin-1-yl)-5-methylthiophene-2-carbaldehyde ClC1=CC=C2CCN([C@H](C2=C1)C=1C=C(SC1C)C=O)P(=O)(C1=CC=CC=C1)C1=CC=CC=C1